N1N=NC2=NC(=CC=C21)C=2C=C(C(=O)NC1=CC=C(OCC(=O)OC(C)C)C=C1)C=CC2 isopropyl 2-(4-(3-(1H-[1,2,3]triazolo[4,5-b]pyridin-5-yl)benzamido)phenoxy)acetate